Kalium methioninat N[C@@H](CCSC)C(=O)[O-].[K+]